NC1=NC=CC(=C1Cl)SC=1C=2N(C(=NC1)N1CCC3(CC1)C(C1=CC=CC(=C1C3)OC)N)C=NN2 1'-(8-((2-amino-3-chloropyridin-4-yl)thio)-[1,2,4]triazolo[4,3-c]pyrimidin-5-yl)-4-methoxy-1,3-dihydrospiro[indene-2,4'-piperidin]-1-amine